ClC1=NC=CC(=C1)OC1=C(N=C(S1)C(F)(F)F)C1=CC=CC=C1 5-((2-chloropyridin-4-yl)oxy)-4-phenyl-2-(trifluoromethyl)thiazole